tin (tetrakis(dimethylamino)tin) CN(C)[Sn](N(C)C)(N(C)C)N(C)C.[Sn]